methyl 4-amino-5-[[4-(benzyloxymethyl)cyclohexanecarbonyl]amino]-2-bromo-benzoate NC1=CC(=C(C(=O)OC)C=C1NC(=O)C1CCC(CC1)COCC1=CC=CC=C1)Br